COC1=CC=C(C=C1)NC(C=C)=O N-(4-methoxyphenyl)-acrylamide